FC(OC1=CC=C(C=C1)C1=CC=C(C=C1)SC=1N=NNC1CO)(F)F (4-((4'-(trifluoromethoxy)-[1,1'-biphenyl]-4-yl)thio)-1H-1,2,3-triazol-5-yl)methanol